COC(C(C)(C)OC1=CC(=CC=C1)C1CN(CCC1)C(C1=CC(=CC=C1)C1CCCCC1)=O)=O (3-(1-(3-cyclohexylbenzoyl)piperidin-3-yl)phenoxy)-2-methylpropanoic acid methyl ester